2-((S)-2-((((9H-fluoren-9-yl)methoxy)carbonyl)amino)-3-methylbutanamido)-5-ureidopentanoic acid C1=CC=CC=2C3=CC=CC=C3C(C12)COC(=O)N[C@H](C(=O)NC(C(=O)O)CCCNC(=O)N)C(C)C